ClC=1C=CC2=C([C@](OC(N2)=O)(C(F)(F)F)C#CC2CC2)C1 (4S)-6-chloro-4-(cyclopropylethynyl)-1,4-dihydro-4-(trifluoromethyl)-2H-3,1-benzoxazin-2-one